C(C=C)(=O)OCC[N+](CCCCC)(C)C 2-(acryloyloxy)ethyldimethyln-pentylammonium